Benzyl (2-((tert-butyldimethylsilyl)oxy)ethyl)carbamate [Si](C)(C)(C(C)(C)C)OCCNC(OCC1=CC=CC=C1)=O